4-(Bromomethyl)-2-methyl-1,1'-biphenyl BrCC1=CC(=C(C=C1)C1=CC=CC=C1)C